N(=[N+]=[N-])CCOCCN1CCNCC1 1-(2-(2-azidoethoxy)ethyl)piperazine